Cl.FC(C1=NN(C2=CC(=CC=C12)C(C(=O)N)CO)C=1C=C(C=CC1)C)F (3-(difluoromethyl)-1-(m-tolyl)-1H-indazol-6-yl)-3-hydroxypropanamide hydrochloride